2-(9H-carbazol-2-yl)-N-(2-(3-fluorophenyl)propan-2-yl)acetamide C1=C(C=CC=2C3=CC=CC=C3NC12)CC(=O)NC(C)(C)C1=CC(=CC=C1)F